(2r,4r)-4-hydroxypyrrolidine-1,2-dicarboxylic acid dibenzyl ester C(C1=CC=CC=C1)OC(=O)N1[C@H](C[C@H](C1)O)C(=O)OCC1=CC=CC=C1